6-chloro-4-(2-dimethylaminophenylamino)nicotinamide ClC1=NC=C(C(=O)N)C(=C1)NC1=C(C=CC=C1)N(C)C